(3R)-1-(7-chloro-8-fluoro-5-methoxy-2-(methylthio)-3,4-dihydropyrido[4,3-d]pyrimidin-4-yl)-3-methylpiperidin-3-ol ClC1=C(C=2N=C(NC(C2C(=N1)OC)N1C[C@@](CCC1)(O)C)SC)F